3,7-dimethyl-1,6-nonadien-3-yl acetate C(C)(=O)OC(C=C)(CCC=C(CC)C)C